N-[3-[[(1R,2S)-2-(4-Fluorophenyl)cyclopropyl]amino]-1-(4-methylpiperazin-1-yl)-1-oxopropan-2-yl]-4-cyanobenzamide FC1=CC=C(C=C1)[C@H]1[C@@H](C1)NCC(C(=O)N1CCN(CC1)C)NC(C1=CC=C(C=C1)C#N)=O